CC(C)NC(=O)C=1N=C(OC1)NC(=O)C=1C=NC=CC1 N-{4-[(propan-2-yl)carbamoyl]-1,3-oxazol-2-yl}pyridine-3-carboxamide